C(C)(C)(C)OC(C1=CN=C(C(=C1)N)N1CCN(CC1)CCC#N)=O 5-amino-6-(4-(2-cyanoethyl)piperazin-1-yl)nicotinic acid tert-butyl ester